(R)-3-(2-(3-(dimethylamino)prop-1-en-2-yl)pyridin-4-yl)-10-methyl-9,10,11,12-tetrahydro-8H-[1,4]diazepino[5',6':4,5]thieno[3,2-f]quinolin CN(CC(=C)C1=NC=CC(=C1)C1=NC=2C=CC3=C(C2C=C1)C1=C(S3)CN[C@@H](CN1)C)C